ClC=1C=CC(=C(C1)N1C(C(N(CC1)[C@H](C(=O)NC=1C=C2C=C(N(C2=CC1)C(=O)OC(C)(C)C)C(=O)OC(C)(C)C)CC1=CC=C(C=C1)NC(=O)N[C@H](C)CCO)=O)=O)N1N=NN=C1 di-tert-butyl 5-((S)-2-(4-(5-chloro-2-(1H-tetrazol-1-yl) phenyl)-2,3-dioxopiperazin-1-yl)-3-(4-(3-((R)-4-hydroxybut-2-yl) ureido) phenyl) propanamido)-1H-indole-1,2-dicarboxylate